lanthanum hexaboride B12B3[B-]14B5[B-]23B45.[La]